CC(C)C1=CC=C(C(=O)NC2=CC=NC=C2)C=C1 4-(Propan-2-yl)-N-(pyridin-4-yl)benzamide